N-{[2-({[(1R,2R)-2-hydroxycyclopentyl]amino}methyl)-1H-indol-6-yl]methyl}-4-oxo-4H-pyrido[1,2-a]pyrimidine-2-carboxamide O[C@H]1[C@@H](CCC1)NCC=1NC2=CC(=CC=C2C1)CNC(=O)C=1N=C2N(C(C1)=O)C=CC=C2